1,2,3,4-Tetrahydronaphth-1-ylisocyanate C1(CCCC2=CC=CC=C12)N=C=O